3-((2-chloro-4-fluorobenzyl)amino)-5-(2-chlorophenoxy)-4H-benzo[e][1,2,4]thiadiazine 1,1-dioxide ClC1=C(CNC2=NS(C3=C(N2)C(=CC=C3)OC3=C(C=CC=C3)Cl)(=O)=O)C=CC(=C1)F